C(#N)C=1N=C(N2C1C(=CC(=C2)S(=O)(=O)NC2(CC2)C)N2CCN(CC2)C(C(C)C)=O)C=2SC(=NN2)C(F)(F)F 1-cyano-8-(4-isobutyrylpiperazin-1-yl)-N-(1-methylcyclopropyl)-3-(5-(trifluoromethyl)-1,3,4-thiadiazol-2-yl)imidazo[1,5-a]pyridine-6-sulfonamide